OC1=C(C(=O)C2=CC(=C(C(=O)N[C@H]3[C@@H](CNC3)NC(C3=CC=NC=C3)=O)C=C2)OC)C=CC=C1 N-((3R,4R)-4-(4-(2-hydroxybenzoyl)-2-methoxybenzamido)pyrrolidin-3-yl)isonicotinamide